8-(3-(methylsulfonyl)-1H-pyrazole-1-carbonyl)-1,8-diazaspiro[4.5]decane-1-carboxylic acid tert-butyl ester C(C)(C)(C)OC(=O)N1CCCC12CCN(CC2)C(=O)N2N=C(C=C2)S(=O)(=O)C